1-butyryl-2-oleoyl-3-linoleoylglycerol C(CCC)(=O)OCC(OC(CCCCCCC\C=C/CCCCCCCC)=O)COC(CCCCCCC\C=C/C\C=C/CCCCC)=O